N1CC(C1)C(C)C1=C(C=CC2=C(C=CC=C12)OC1=CC=C(C=C1)C(F)(F)F)C(=O)N [1-(azetidin-3-yl)ethyl]-5-[4-(trifluoromethyl)phenoxy]naphthalene-2-carboxamide